2-(2-(4-(2-(azepan-1-yl) ethoxy)-N-ethylbenzamido)-4-fluorophenyl)-1,2,3,4-tetrahydroisoquinolin-6-yl pentanoate C(CCCC)(=O)OC=1C=C2CCN(CC2=CC1)C1=C(C=C(C=C1)F)N(C(C1=CC=C(C=C1)OCCN1CCCCCC1)=O)CC